C(C)(C)(C)[Si](C1=CC(=NN1CCOCCNC(=O)OCC1C2=CC=CC=C2C=2C=CC=CC12)N(C(=O)OCC1C2=CC=CC=C2C=2C=CC=CC12)CC(=O)O)(F)C(C)(C)C ({5-[di(tert-butyl)(fluoro)silyl]-1-(2-{2-[(9H-fluoren-9-yl)methoxycarbonylamino]ethoxy}ethyl)-3-pyrazolyl}[(9H-fluoren-9-yl)methoxycarbonyl]amino)acetic acid